(1S,2R)-2-azido-1,2-diphenylethanol N(=[N+]=[N-])[C@@H]([C@@H](O)C1=CC=CC=C1)C1=CC=CC=C1